(S)-9-Benzyl-2-(2-methylmorpholin-4-yl)-8-trifluoromethyl-6,7,8,9-tetrahydro-pyrimido[1,2-a]-pyrimidin-4-one C(C1=CC=CC=C1)N1[C@@H](CCN2C1=NC(=CC2=O)N2CC(OCC2)C)C(F)(F)F